COC1CC(C1)N1C=C2C(N=C(N=C2)C)=CC1=O 6-(3-methoxycyclobutyl)-2-methylpyrido[4,3-d]pyrimidin-7(6H)-one